(3-Nitro-4-(piperidin-1-yl)phenyl)-1,3,4-oxadiazole [N+](=O)([O-])C=1C=C(C=CC1N1CCCCC1)C=1OC=NN1